6-bromo-7-fluoro-2-[(4S)-2-fluoro-4-[6-oxo-5-(trifluoromethyl)-1-(2-trimethylsilylethoxymethyl)pyridazin-4-yl]oxy-pentyl]isoquinolin-1-one BrC=1C=C2C=CN(C(C2=CC1F)=O)CC(C[C@H](C)OC=1C=NN(C(C1C(F)(F)F)=O)COCC[Si](C)(C)C)F